8,8'-(((3-hydroxy-cyclobutyl)methyl)-azanediyl)bis(N,N-didecyloctanamide) OC1CC(C1)CN(CCCCCCCC(=O)N(CCCCCCCCCC)CCCCCCCCCC)CCCCCCCC(=O)N(CCCCCCCCCC)CCCCCCCCCC